N,N-Dimethylbutanamide CN(C(CCC)=O)C